N-((S)-1-methylpyrrolidin-3-yl)picolinamide CN1C[C@H](CC1)NC(C1=NC=CC=C1)=O